1,1,1,3,3,3-Hexafluoropropan-2-yl 1-(5-cyclopropyl-4,5,6,7-tetrahydropyrazolo[1,5-a]pyrazine-2-carbonyl)-1,8-diazaspiro[4.5]decane-8-carboxylate C1(CC1)N1CC=2N(CC1)N=C(C2)C(=O)N2CCCC21CCN(CC1)C(=O)OC(C(F)(F)F)C(F)(F)F